(S)-2-Amino-3-(3-bromo-5-fluorophenyl)-N-methylpropanamide N[C@H](C(=O)NC)CC1=CC(=CC(=C1)F)Br